3-(3-fluoro-2-methoxyanilino)-2-(3-{[1-methylpiperidin-2-yl]methoxy}pyridin-4-yl)-1,5,6,7-tetrahydro-4H-pyrrolo[3,2-c]pyridin-4-one FC=1C(=C(NC2=C(NC3=C2C(NCC3)=O)C3=C(C=NC=C3)OCC3N(CCCC3)C)C=CC1)OC